NC1=NC=CC=C1C1=NC=2C(=NC(=CC2)N2N=CC(=C2)C(F)F)N1C=1C=C2CC[C@@H](C2=CC1)NC(C)=O N-[(1S)-5-[2-(2-aminopyridin-3-yl)-5-[4-(difluoromethyl)pyrazol-1-yl]imidazo[4,5-b]pyridin-3-yl]-2,3-dihydro-1H-inden-1-yl]acetamide